tert-butyl 6-(3-methyl-1-tosyl-1H-1,6-diazainden-4-yl)-1,2,3,4-tetrahydro-2-isoquinolinecarboxylate CC1=CN(C2=CN=CC(=C12)C=1C=C2CCN(CC2=CC1)C(=O)OC(C)(C)C)S(=O)(=O)C1=CC=C(C)C=C1